C[SiH]([SiH3])CC1=CC=CC=C1 methylbenzyldisilane